rhodium-indium [In].[Rh]